C(=C)C1=C(C=CC(=C1)C)S(=O)(=O)OC1=CC=C(C=C1)Cl 1-(4-chlorophenyl) vinyl-4-methylbenzenesulfonate